2-(2-(1-(1-(2,4-bis(trifluoromethyl)phenyl)ethyl)-1H-pyrazol-4-yl)ethyl)-5-(pyridin-2-yl)-1,3,4-thiadiazole FC(C1=C(C=CC(=C1)C(F)(F)F)C(C)N1N=CC(=C1)CCC=1SC(=NN1)C1=NC=CC=C1)(F)F